chromium aluminum cobalt iron [Fe].[Co].[Al].[Cr]